5-chloro-3-fluoro-2-[2-[4-(trifluoromethyl)-2-thienyl]phenoxy]pyridine ClC=1C=C(C(=NC1)OC1=C(C=CC=C1)C=1SC=C(C1)C(F)(F)F)F